Tri(2-ethylhexyl)cyclohexane C(C)C(CC1C(CCCC1)(CC(CCCC)CC)CC(CCCC)CC)CCCC